2-(3-((4-(3-((2-((1S)-1-((tetrahydro-2H-pyran-2-yl)oxy)ethyl)-1H-imidazol-1-yl)methyl)isoxazol-5-yl)phenyl)butane-1,3-diyn-1-yl)azetidine-1-yl)acetonitrile O1C(CCCC1)O[C@@H](C)C=1N(C=CN1)CC1=NOC(=C1)C1=CC=C(C=C1)C#CC#CC1CN(C1)CC#N